butyl 8-(2-hydroxyethyl)-7-oxo-2,5,8-triazaspiro[3.5]nonane-2-carboxylate OCCN1C(CNC2(CN(C2)C(=O)OCCCC)C1)=O